ClC=1C(=C(C=O)C=CC1)C1=CC=C2C(N(C(NC2=C1)=O)C1=CN=CC2=CC=CC=C12)=O 3-chloro-2-[3-(4-isoquinolinyl)-2,4-dioxo-1H-quinazolin-7-yl]benzaldehyde